FC(O[Si](OC(F)(F)F)(OC(F)(F)F)C(C(F)(F)F)(F)F)(F)F perfluoroethyl-trimethoxysilane